P(OCC=C)(OCC=C)OCC=C tri(allyl) phosphite